7-chloro-2-morpholinyl-9H-indeno[2,1-d]pyrimidin-9-one ClC1=CC=2C(C=3N=C(N=CC3C2C=C1)N1CCOCC1)=O